(Z)-2-(2,6-dioxopiperidin-3-yl)-5-((3-(3-(4-(4-(1-(4-hydroxyphenyl)-2-phenylbut-1-en-1-yl)phenoxy)butoxy)propoxy)propyl)amino)isoindoline-1,3-dione O=C1NC(CCC1N1C(C2=CC=C(C=C2C1=O)NCCCOCCCOCCCCOC1=CC=C(C=C1)\C(=C(\CC)/C1=CC=CC=C1)\C1=CC=C(C=C1)O)=O)=O